N-(2,4-dichlorobenzyl)-5-fluoro-7-methylene-6,7-dihydro-5H-cyclopenta[b]pyridine-5-carboxamide ClC1=C(CNC(=O)C2(CC(C3=NC=CC=C32)=C)F)C=CC(=C1)Cl